ClC1=C(C=C2CCN(CC2=C1)C)NC=1N=NC(=C(N1)NC1=CC(=CC=C1)C#N)C(=O)N ((7-chloro-2-methyl-1,2,3,4-tetrahydroisoquinolin-6-yl)amino)-5-((3-cyanophenyl)amino)-1,2,4-triazine-6-carboxamide